C(C)N(CC)C1=C(C=CC=C1)O diethylaminohydroxybenzene